O[C@H]1[C@H](O)[C@@H](O)[C@H](O)[C@H](O1)C(=O)OC.[Na] sodium methyl β-D-glucuronate